9-{4-[3-(1,1-difluoroethyl)phenoxy]phenyl}-7-methyl-3,4,6,7,8,9-hexahydropyrido[2,1-c][1,2,4]thiadiazine 2,2-dioxide FC(C)(F)C=1C=C(OC2=CC=C(C=C2)C2CC(CN3C2=NS(CC3)(=O)=O)C)C=CC1